C1(CC1)N=S1(CCC(CC1)(OC)C1=CC2=C(N=CN=C2N[C@H](C)C2=C(C(=CC=C2)C(F)F)F)N(C1=O)C)=O 6-((1R,4r)-1-(cyclopropylimino)-4-methoxy-1-oxidohexahydro-1λ6-thiopyran-4-yl)-4-(((R)-1-(3-(difluoromethyl)-2-fluorophenyl)ethyl)amino)-8-methylpyrido[2,3-d]pyrimidin-7(8H)-one